C[C@H]1N(C(CC1=O)=O)C(=O)OC(C)(C)C tert-butyl (R)-2-methyl-3,5-dioxopyrrolidine-1-carboxylate